3-(pyridin-3-yl)-6-vinylquinazolin-4(3H)-one N1=CC(=CC=C1)N1C=NC2=CC=C(C=C2C1=O)C=C